CC1(COC2=C1C(=CC=C2)OC=2N=CC(=NC2)NC2=NC=CC=C2[N+](=O)[O-])C 5-[(3,3-dimethyl-2H-benzofuran-4-yl)oxy]-N-(3-nitro-2-pyridyl)pyrazin-2-amine